methyl 5-[1-(trifluoromethyl)vinyl]-1-(2-trimethylsilyl ethoxymethyl)pyrazolo[3,4-b]pyridine-3-carboxylate FC(C(=C)C=1C=C2C(=NC1)N(N=C2C(=O)OC)COCC[Si](C)(C)C)(F)F